ClC=1C(=C(C=CC1B1OC(C(O1)(C)C)(C)C)O)CO 3-chloro-2-(hydroxymethyl)-4-(4,4,5,5-tetramethyl-1,3,2-dioxaborolan-2-yl)phenol